(±)-ethyl 3-[3-(acetylsulfamoylamino)-1-[(4,5-dichloro-1-methyl-indole-2-carbonyl)amino]propyl]benzoate C(C)(=O)NS(=O)(=O)NCC[C@@H](NC(=O)C=1N(C2=CC=C(C(=C2C1)Cl)Cl)C)C=1C=C(C(=O)OCC)C=CC1 |r|